C(\C=C\C(=O)O)(=O)O.CN(CCC1=CNC2=CC=CC=C12)C.CN(CCC1=CNC2=CC=CC=C12)C N,N-dimethyltryptamine hemi-fumarate